N(=NC(C#N)(CC)C)C(C#N)(CC)C 2,2'-azobis(2-methyl-butyronitrile)